C1(=CC=CC=C1)S(=O)(=O)O.C1(=CC=CC=C1)S(=O)(=O)O.C(C)(=O)C1=CC2=C(O1)C(=C1C=CC=CC1=C2OC(=O)NCCNCCC(=O)O)OC(=O)NCCNCCC(=O)O 3,3'-((((((2-acetylnaphtho[2,3-b]furan-4,9-diyl)bis(oxy))bis(carbonyl))bis(azanediyl))bis(ethane-2,1-diyl))bis(azanediyl))dipropionic Acid dibenzenesulfonate Salt